γ-L-glutamyl-Se-methyl-L-selenocysteine N[C@@H](CCC(=O)N[C@@H](C[Se]C)C(=O)O)C(=O)O